C(C)O[Si](OCC)(OCC)CCCSS triethoxysilylpropyl-disulfan